Pyridinecarbonyl-piperidine N1=C(C=CC=C1)C(=O)N1CCCCC1